(6-amino-2-chloro-3-iodo-phenyl)-(3-fluoro-2-pyridinyl)methanone NC1=CC=C(C(=C1C(=O)C1=NC=CC=C1F)Cl)I